C(C1=CC=CC=C1)OC(=O)N1[C@H]([C@]2(CC1)NC(COC2)=O)CC=2C(=C(C=CC2)C2=CC(=CC(=C2)F)F)F |o1:11,12| Benzyl-rel-(1S,5S)-7-oxo-1-({2,3',5'-trifluoro-[1,1'-biphenyl]-3-yl}methyl)-9-oxa-2,6-diazaspiro[4.5]decane-2-carboxylate